N-propyl-N-nonyltoluidine C(CC)N(C=1C(=CC=CC1)C)CCCCCCCCC